(S)-3-butyl-8-hydroxy-2-methyl-7-(methylthio)-5-phenyl-2,3,4,5-tetrahydro-1,2,5-benzothiadiazepine 1,1-dioxide C(CCC)[C@@H]1N(S(C2=C(N(C1)C1=CC=CC=C1)C=C(C(=C2)O)SC)(=O)=O)C